CC1=C(N=NC(=C1)C(=O)N1CC2=C(CC1)SN=C2C=2C=NC=CC2)N2CCC(CC2)OC=2C=C(C#N)C=CC2 3-[(1-{4-methyl-6-[(3-pyridin-3-yl-6,7-dihydroisothiazolo[4,5-c]pyridin-5(4H)-yl)carbonyl]pyridazin-3-yl}piperidin-4-yl)oxy]benzonitrile